N1CC(C1)C=1N=C2N(C=C(C=C2F)C2=CC3=CN(N=C3C(=C2)F)C)C1 5-(2-(azetidin-3-yl)-8-fluoroimidazo[1,2-a]pyridin-6-yl)-7-fluoro-2-methyl-2H-indazole